(+-)-(1S,2S,3S,5R)-2-fluoro-3-hydroxy-9-azabicyclo[3.3.1]nonane-9-carboxylic acid tert-butyl ester C(C)(C)(C)OC(=O)N1[C@@H]2[C@@H]([C@H](C[C@H]1CCC2)O)F |r|